((2,4-difluorobenzyl)oxy)-3',6'-dihydro-[2,4'-bipyridine]-1'(2'H)-carboxylic acid tert-butyl ester C(C)(C)(C)OC(=O)N1CCC(=CC1)C1=NC=CC=C1OCC1=C(C=C(C=C1)F)F